2-methyl-6-(p-tolyl)-3-(trifluoromethyl)pyridine CC1=NC(=CC=C1C(F)(F)F)C1=CC=C(C=C1)C